(12S)-6-benzyloxy-19-methoxy-20-nitro-6-(trifluoromethyl)-22-oxa-3,4,16,21-tetraazatetracyclo[15.3.1.12,5.012,16]docosa-1(21),2,4,9,17,19-hexaene C(C1=CC=CC=C1)OC1(C2=NN=C(C=3C(=C(C=C(N4CCC[C@H]4CC=CCC1)N3)OC)[N+](=O)[O-])O2)C(F)(F)F